Copper-magnesium-silicon [Si].[Mg].[Cu]